tert-butyl 2-(((R)-1-((dimethylamino)methyl)-2,2-difluorocyclopropyl)methoxy)-4-((R)-3-hydroxy-3-methylpiperidin-1-yl)-5,7-dihydro-6H-pyrrolo[3,4-d]pyrimidine-6-carboxylate CN(C)C[C@@]1(C(C1)(F)F)COC=1N=C(C2=C(N1)CN(C2)C(=O)OC(C)(C)C)N2C[C@](CCC2)(C)O